2-[[5-(2,3-Dichlorophenyl)-2-furanyl]methylene]-1H-indene-1,3(2H)-dione ClC1=C(C=CC=C1Cl)C1=CC=C(O1)C=C1C(C2=CC=CC=C2C1=O)=O